NN1CCC(CC1)CCN1CCN(CC1)C1=C(C(=C(C=C1)NC1C(NC(CC1)=O)=O)OC)F 3-((4-(4-(2-(1-aminopiperidin-4-yl)ethyl)piperazin-1-yl)-3-fluoro-2-methoxyphenyl)amino)piperidine-2,6-dione